NCC=1C=C(C=CC1)S(=O)(=O)C1CN(CC(C1)C1=CC=CC=C1)C(=O)N(C)C 3-((3-(Aminomethyl)phenyl)sulfonyl)-N,N-dimethyl-5-phenylpiperidine-1-carboxamide